N1(CCC1)C(=O)OC(OS(=O)(=O)C)C(C)(C)C t-butyl-(((methylsulfonyl) oxy) methyl) azetidine-1-carboxylate